1-(4-(2-(2-cyclopropyl-5-fluoropyridin-4-yl)-3-isopropyl-1H-indol-5-yl)piperidin-1-yl)-2-(methylamino)ethan-1-one C1(CC1)C1=NC=C(C(=C1)C=1NC2=CC=C(C=C2C1C(C)C)C1CCN(CC1)C(CNC)=O)F